3-(aminomethyl)-5-fluoro-N-(4-(methylsulfonyl)phenyl)aniline Tert-butyl-(4-bromo-5-fluorobenzothiophene-2-yl)carbamate C(C)(C)(C)N(C(O)=O)C=1SC2=C(C1)C(=C(C=C2)F)Br.NCC=2C=C(NC1=CC=C(C=C1)S(=O)(=O)C)C=C(C2)F